dimethyldi-n-octylammonium bromide [Br-].C[N+](CCCCCCCC)(CCCCCCCC)C